ClC1=C(C#N)C=CC(=C1)N1CC2(C[C@@H]1C)CCN(CC2)C2=C(C=C(C=C2)C(=O)N2CCC1(CC(C1)=O)CC2)F (S)-2-Chloro-4-(8-(2-fluoro-4-(2-oxo-7-azaspiro[3.5]nonane-7-carbonyl)phenyl)-3-methyl-2,8-diazaspiro[4.5]decan-2-yl)benzonitrile